2-isopropyl-isoindoline-1,3-dione C(C)(C)N1C(C2=CC=CC=C2C1=O)=O